C1(CC1)C1=CC=C(C=N1)C(C)N1C[C@@H](N(C[C@H]1CC)C=1C=2C(N(C(N1)=O)C)=CNN2)CC 7-((2S,5R)-4-(1-(6-cyclopropylpyridin-3-yl)ethyl)-2,5-diethylpiperazin-1-yl)-4-methyl-2,4-dihydro-5H-pyrazolo[4,3-d]pyrimidin-5-one